tert-butyl (2-(4-(6-((6-amino-2-(difluoromethyl)pyrimidin-4-yl)amino)-4-fluoropyridin-3-yl)-1H-pyrazol-1-yl)ethyl)carbamate NC1=CC(=NC(=N1)C(F)F)NC1=CC(=C(C=N1)C=1C=NN(C1)CCNC(OC(C)(C)C)=O)F